C1(CC1)C1=C(C=C(C(=C1)CN1CCC2(CN(C(O2)=O)C2=CC=C(C=C2)P(O)=O)CC1)OCC)C1=CC=C(C=C1)F (4-(8-((2-cyclopropyl-5-ethoxy-4'-fluoro-[1,1'-biphenyl]-4-yl)methyl)-2-oxo-1-oxa-3,8-diazaspiro[4.5]decan-3-yl)phenyl)phosphinic acid